FC(C=1C=C(CN2N=NC(=C2C2=CC=NC=C2)C2=NC=CC=C2C(=O)C2=C(C=CC=C2)Cl)C=C(C1)C(F)(F)F)(F)F {2-[1-(3,5-bis-trifluoromethylbenzyl)-5-pyridin-4-yl-1H-[1,2,3]triazol-4-yl]-pyridin-3-yl}-(2-chlorophenyl)-methanone